N-(3,5-bis(dodecyloxy)benzyl)-4-(4-methylpiperazin-1-yl)butanamide C(CCCCCCCCCCC)OC=1C=C(CNC(CCCN2CCN(CC2)C)=O)C=C(C1)OCCCCCCCCCCCC